C(C)[C@@H]1NCC[C@@H](C1)NC(OCC[Si](C)(C)C)=O 2-(trimethylsilyl)ethyl ((2S,4S)-2-ethylpiperidin-4-yl)carbamate